4-methyl-5-[3-methyl-7-[[5-(4-methylpiperazine-1-carbonyl)-2-pyridyl]amino]imidazo[4,5-b]pyridin-5-yl]oxy-pyridine-2-carbonitrile CC1=CC(=NC=C1OC1=CC(=C2C(=N1)N(C=N2)C)NC2=NC=C(C=C2)C(=O)N2CCN(CC2)C)C#N